7-(8-ethylnaphthalen-1-yl)-N-(2-(isoxazol-5-yl)ethyl)-2-((tetrahydro-1H-pyrrolizin-7a(5H)-yl)methoxy)-5,6,7,8-tetrahydropyrido[3,4-d]pyrimidin-4-amine C(C)C=1C=CC=C2C=CC=C(C12)N1CC=2N=C(N=C(C2CC1)NCCC1=CC=NO1)OCC12CCCN2CCC1